(3-chloro-2-methyl-5-nitrophenyl)methanol ClC=1C(=C(C=C(C1)[N+](=O)[O-])CO)C